indolic acid zinc salt [Zn+2].N1C(=CC2=CC=CC=C12)C(=O)[O-].N1C(=CC2=CC=CC=C12)C(=O)[O-]